ClC1=NC(=CC(=C1)S(=O)(=O)NC)Cl 2,6-dichloro-N-methylpyridine-4-sulfonamide